COCCN1C(C(=CC2=NC=CC=C12)C#N)=O 1-(2-methoxyethyl)-2-oxo-1,2-dihydro-1,5-naphthyridine-3-carbonitrile